(2s,3R,4s,5S)-2,3,4,5,6,7,8-heptafluorocubane-1-carboxylate FC12C3(C4(C2(C2(C1(C3(C42F)F)F)F)F)F)C(=O)[O-]